C(=O)(OCC1C2=CC=CC=C2C2=CC=CC=C12)N([C@@H](CC1=CC=C(C=C1)O)C(=O)O)I Fmoc-Iodo-Tyrosin